(R)-N-(6-(5-chloro-6-fluoro-7-(isopropylamino)-1H-indazol-4-yl)imidazo[1,2-a]pyrazin-2-yl)-2-(dimethylamino)acrylamide ClC=1C(=C2C=NNC2=C(C1F)NC(C)C)C=1N=CC=2N(C1)C=C(N2)NC(C(=C)N(C)C)=O